2-Tert-butyl 7-[3-[1-(2,6-dioxo-3-piperidyl)-3-methyl-2-oxo-benzimidazol-5-yl]prop-2-ynyl]-2,7-diazaspiro[3.5]nonane-2-carboxylate O=C1NC(CCC1N1C(N(C2=C1C=CC(=C2)C#CCN2CCC1(CN(C1)C(=O)OC(C)(C)C)CC2)C)=O)=O